O=C(CCC1=CC=C(C(=O)O)C=C1)C 4-(3-oxobutyl)benzoic acid